ClC1=C(CN2C(N(CC3=CC=C(C=C23)C(=O)NCC=2C=C3CC(NC3=CC2)=O)C)=O)C(=CC=C1)F 1-(2-chloro-6-fluorobenzyl)-3-methyl-2-oxo-N-((2-oxoindolin-5-yl)methyl)-1,2,3,4-tetrahydroquinazoline-7-carboxamide